C(C(=C)C)(=O)OCCNC(C(C#N)=C1C2=CC=CC=C2N(C=2C=CC(=CC12)OC)CCCC)=O 2-(2-(10-butyl-2-methoxyacridin-9(10H)-ylidene)-2-cyanoacetamido)ethyl methacrylate